O[C@H]1[C@H](O[C@@]2([C@@H](CCO2)NC(CC2=CC3=CC=CC=C3C=C2)=O)[C@@H]([C@H]1N1N=NC(=C1)C1=CC(=C(C(=C1)F)F)F)O)CO N-((4R,5S,7R,8R,9S,10R)-8,10-dihydroxy-7-(hydroxymethyl)-9-(4-(3,4,5-trifluorophenyl)-1H-1,2,3-triazol-1-yl)-1,6-dioxaspiro[4.5]dec-4-yl)-2-(naphthalen-2-yl)acetamide